FC(C1(CCC2(OCCO2)CC1)C(=O)OCC)F ethyl 8-(difluoromethyl)-1,4-dioxaspiro[4.5]decane-8-carboxylate